(2S,3S,4R,5S)-5-(6-(benzylamino)-2-(pyridin-2-yl)-9H-purin-9-yl)-3,4-dihydroxy-N-methyl-Tetrahydrofuran-2-carboxamide C(C1=CC=CC=C1)NC1=C2N=CN(C2=NC(=N1)C1=NC=CC=C1)[C@@H]1[C@@H]([C@@H]([C@H](O1)C(=O)NC)O)O